mercaptoricinoleic acid-13C SC([13C](=O)O)CCCCCC\C=C/C[C@H](O)CCCCCC